C(=C)C1=CC=C(C=C1)C1C(=C(C=CC1=C)[IH+])C(=O)O (4-vinylphenyl-4'-methylenecarboxyphenyl)iodonium